2-(6-chloro-3-methyl-2,4-dioxo-3,4-dihydro-2H-pyrimidin-1-ylmethyl)-4-fluorobenzonitrile ClC1=CC(N(C(N1CC1=C(C#N)C=CC(=C1)F)=O)C)=O